5,5-dibromo-3,3-di-t-butyl-6,6-dimethyl-2,2-dihydroxy-1,1-biphenyl BrC1(CC(C(C(C1(C)C)C1=CC=CC=C1)(O)O)(C(C)(C)C)C(C)(C)C)Br